tert-Butyl 4-(5-cyanopyridin-2-yl)-1,4-diazepane-1-carboxylate C(#N)C=1C=CC(=NC1)N1CCN(CCC1)C(=O)OC(C)(C)C